1-{8-methoxy-7-[3-(pyrrolidin-1-yl)propoxy]-1H,2H,3H-cyclopenta[c]quinolin-4-yl}pyrrolidine formate C(=O)O.COC1=CC=2C3=C(C(=NC2C=C1OCCCN1CCCC1)N1CCCC1)CCC3